NC(CO)CCCCN 2,6-diamino-1-hexanol